Diethyl 3,4-pyridinedicarboxylate N1=CC(=C(C=C1)C(=O)OCC)C(=O)OCC